tert-butyl 4-((6-(1-(1-ethoxyethyl)-1H-pyrazol-4-yl)-5-isopropoxy-[1,2,4]triazolo[1,5-a]pyrazin-2-yl) amino)-3-methylpiperidine-1-carboxylate C(C)OC(C)N1N=CC(=C1)C=1N=CC=2N(C1OC(C)C)N=C(N2)NC2C(CN(CC2)C(=O)OC(C)(C)C)C